NCCS(=O)(=O)NC1CCN(CC1)C(=O)C1=C(C=C(C=C1)NC(=O)C=1N(C(=CN1)C1=C(C(=C(C=C1)OC)F)F)C)Cl N-[4-[4-(2-aminoethylsulfonylamino)piperidine-1-carbonyl]-3-chloro-phenyl]-5-(2,3-difluoro-4-methoxy-phenyl)-1-methyl-imidazole-2-carboxamide